O1C(COCC1)C=1C=C2C=CC=NC2=CC1 6-(1,4-dioxan-2-yl)quinoline